O=C1NC(CC[C@H]1NC1=CC(=C(C=C1)C1CCN(CC1)CC(=O)N1CCNCC1)F)=O 4-[2-[4-[4-[[(3R)-2,6-dioxopiperidin-3-yl]amino]-2-fluorophenyl]piperidin-1-yl]acetyl]piperazin